undec-10-en-1-yl-phosphonic acid C(CCCCCCCCC=C)P(O)(O)=O